methyl 2-(allyloxy)-4-bromo-6-fluorobenzoate C(C=C)OC1=C(C(=O)OC)C(=CC(=C1)Br)F